FC1=C(C(=CC(=C1)OC)F)[C@H]1[C@@H](C(NC1)=O)NC=1OC(=NN1)C1=CC=C(C=C1)SC(F)F (3S,4R)-4-(2,6-difluoro-4-methoxyphenyl)-3-[(5-{4-[(difluoromethyl)sulfanyl]phenyl}-1,3,4-oxadiazol-2-yl)amino]pyrrolidin-2-one